C(C1=CC=CC=C1)OC1(C2=NN=C(C=3C(=CC(=C(OC4=CC=CC(C(CC1)=C)=C4)N3)C(F)(F)F)[N+](=O)[O-])O2)C(F)(F)F 6-(benzyloxy)-9-methylene-19-nitro-6,17-bis(trifluoromethyl)-15,22-dioxa-3,4,20-triazatetracyclo[14.3.1.12,5.110,14]Docosa-1(20),2,4,10(21),11,13,16,18-octaene